1-((2R,6S)-2,6-dimethylpiperazin-1-yl)prop-2-en-1-one C[C@H]1N([C@H](CNC1)C)C(C=C)=O